acrylamidoethylphosphonic acid C(C=C)(=O)NCCP(O)(O)=O